O-(4-(3-(1H-1,2,3-triazol-1-yl)propyl)phenyl) dimethylcarbamothioate CN(C(OC1=CC=C(C=C1)CCCN1N=NC=C1)=S)C